C1(CC1)C=1C=NN(C1C=1N=C(C2=C(N1)CN(C2)CC#N)NCC2=CC=C(C=C2)C=2N(C=C(N2)C(F)(F)F)C)CC 2-(2-(4-cyclopropyl-1-ethyl-1H-pyrazol-5-yl)-4-((4-(1-methyl-4-(trifluoromethyl)-1H-imidazol-2-yl)benzyl)amino)-5,7-dihydro-6H-pyrrolo[3,4-d]pyrimidin-6-yl)acetonitrile